CNC1=CC(N(C(N1C1=CC=C(C=C1)F)=O)C1=CC=C(C=C1)F)=O 6-methylamino-1,3-bis(4-fluorophenyl)pyrimidine-2,4(1H,3H)-dione